ClC=1C=NC(=C(C(=O)NC2CCC(CC2)CN2C(N(C=3C2=NC=CC3)C3=C(C=CC(=C3)OC)Cl)=O)C1)C(F)(F)F 5-chloro-N-((1r,4r)-4-((1-(2-chloro-5-methoxyphenyl)-2-oxo-1H-imidazo[4,5-b]pyridin-3(2H)-yl)methyl)cyclohexyl)-2-(trifluoro-methyl)nicotinamide